NC1=NC(=C2N=CN(C2=N1)CC1=C(C=CC=C1F)F)C1=CC=CC(=N1)C#N 6-[2-amino-9-[(2,6-difluorophenyl)methyl]purin-6-yl]pyridine-2-carbonitrile